N-propyl-1-({4-[5-(trifluoromethyl)-1,2,4-oxadiazol-3-yl]phenyl}methyl)-1H-pyrazole-4-carboxamide C(CC)NC(=O)C=1C=NN(C1)CC1=CC=C(C=C1)C1=NOC(=N1)C(F)(F)F